C1(CC1)CC1=NN(C2=CC=C(C=C12)N)C 3-(cyclopropylmethyl)-1-methyl-1H-indazole-5-amine